C1(=CC=CC=C1)OC(\C=C\C(=C\CCCCC)\CCC(=O)NC)=O (2E,4E)-4-(3-(methylamino)-3-oxopropyl)decane-2,4-dienoic acid phenyl ester